ClC=1N=C(C2=C(N1)SC(=C2)CN2CCN(CC2)C2=NC=CC=C2)NC=2N=CN(C2)C2=CC(=C(C(=C2)OC)OC)OC 2-chloro-6-((4-(pyridin-2-yl)piperazin-1-yl)methyl)-N-(1-(3,4,5-trimethoxyphenyl)-1H-imidazol-4-yl)thieno[2,3-d]pyrimidin-4-amine